ethyl-bis(2-hydroxyethyl)-decylammonium bis(trifluoromethanesulfonyl)imide salt [N-](S(=O)(=O)C(F)(F)F)S(=O)(=O)C(F)(F)F.C(C)[N+](CCCCCCCCCC)(CCO)CCO